N1(N=NC=C1)C1=CC=C(C=C1)NC1=C(C=CC(=C1)C=1C(=NOC1C)C)C (4-(1H-1,2,3-triazol-1-yl)phenyl)(5-(3,5-dimethylisoxazol-4-yl)-2-methylaniline)